NC1=NC=NN2C1=CC=C2[C@H]2[C@@H]([C@@H]([C@@](O2)(C#N)COP(=O)(OC2=CC=C(C=C2)[N+](=O)[O-])N[C@@H](C)C(=O)OCC(CC)CC)O)O 2-ethylbutyl ((((2R,3S,4R,5S)-5-(4-aminopyrrolo[2,1-f][1,2,4]triazin-7-yl)-2-cyano-3,4-dihydroxytetrahydrofuran-2-yl)methoxy)(4-nitrophenoxy)phosphoryl)-L-alaninate